COC([C@H](CC1CCCCC1)NC(=O)OC(C(C)(C)C1=CC(=CC=C1)Cl)C1=CC(=CC=C1)F)=O.BrC=1C=CC(=C(C1)C(C)=O)O 1-(5-Bromo-2-hydroxyphenyl)ethan-1-one methyl-(2S)-2-(((2-(3-chlorophenyl)-1-(3-fluorophenyl)-2-methylpropoxy)carbonyl)amino)-3-cyclohexylpropanoate